oxaspiro(4.5)deca-6,9-diene O1CCCC12C=CCC=C2